C(CCCCCCCCC)OC(CCCCCCC(C)OC(C(C)(C)C)=O)OCCCCCCCCCC 9,9-didecyloxy-2-pivaloyloxynonane